ClC=1N=C(C2=C(N1)C(=C(N=C2)Cl)F)N2CC(CCC2)(O)C 1-(2,7-dichloro-8-fluoropyrido[4,3-d]pyrimidin-4-yl)-3-methylpiperidin-3-ol